BrC=1C=C2C(=CNC2=CC1)C(C1=CC=C(C=C1)O)C1=CNC2=CC=C(C=C12)Br 4-(bis(5-bromo-1H-indol-3-yl)methyl)phenol